(S)-2-((1-(5-(3',5'-difluoro-[1,1'-biphenyl]-4-yl)-1,2,4-oxadiazol-3-yl)ethyl)carbamoyl)-4-methoxypyridin-3-yl isobutyl carbonate C(OC=1C(=NC=CC1OC)C(N[C@@H](C)C1=NOC(=N1)C1=CC=C(C=C1)C1=CC(=CC(=C1)F)F)=O)(OCC(C)C)=O